3-fluoro-6-methyl-picolineamide FC=1C(=NC(=CC1)C)C(=O)N